NC1=C(N(C2=CC=C(C=C12)I)C(=O)OC(C)(C)C)C(=O)OCC 1-(tert-butyl) 2-ethyl 3-amino-5-iodo-1H-indole-1,2-dicarboxylate